1,5-dihydroxynaphthalene-2,7-disulfonic acid OC1=C(C=CC2=C(C=C(C=C12)S(=O)(=O)O)O)S(=O)(=O)O